O1COC2=C1C=CC(=C2)C(=O)N2[C@@H](CC1(CC1)CC2)C(=O)N[C@H](C(C(=O)NC2CC2)=O)C[C@H]2C(NCC2)=O (3S)-3-{[(5S)-6-(2H-1,3-benzodioxole-5-carbonyl)-6-azaspiro[2.5]octan-5-yl]formamido}-N-cyclopropyl-2-oxo-4-[(3S)-2-oxopyrrolidin-3-yl]butanamide